3-{3'-ethyl-2,6-difluoro-4'-[2-(4-pentylphenyl)ethynyl]-[1,1'-biphenyl]-4-yl}prop-2-ynenitrile C(C)C=1C=C(C=CC1C#CC1=CC=C(C=C1)CCCCC)C1=C(C=C(C=C1F)C#CC#N)F